C1(CCCC1)OC1=CSC=C1C#C 3-(cyclopentyloxy)-4-ethynyl-thiophene